Br[C@H]1C[C@H](OCC1)C1=CC(=NC=C1)C 4-((2S,4R)-4-bromotetrahydro-2H-pyran-2-yl)-2-methylpyridine